ClC=1C=C(COC2=CC=C3CCNCC3=C2)C=CC1Cl 7-((3,4-Dichlorobenzyl)oxy)-1,2,3,4-tetrahydroisoquinoline